FC(C1=NC(=NC(=N1)C(F)F)N1[C@@H](C=2NC3=CC=C(C=C3C2CC1)Cl)C[C@H](CO)O)F (2R)-3-{(1R)-2-[4,6-bis(difluoromethyl)-1,3,5-triazin-2-yl]-6-chloro-2,3,4,9-tetrahydro-1H-pyrido[3,4-b]indol-1-yl}propane-1,2-diol